C1(CC1)N1N=C(C(=C1C)C1=NN2C(=NC=3C(=CC=CC3C2=N1)C(F)(F)F)NC=1C(N=CC=CC1)=O)C (3R)-3-{[2-(1-cyclopropyl-3,5-dimethyl-1H-pyrazol-4-yl)-7-(trifluoromethyl)[1,2,4]triazolo[1,5-c]quinazolin-5-yl]amino}azepin-2-one